C(CCCCCCCCCCC)(=O)N[C@@H](CCC(=O)[O-])C(=O)[O-].[Na+].[Na+] sodium lauroyl-glutamate salt